BrC1=CC=CC2=C1SC=C2C(=O)O 7-Bromobenzo[b]thiophene-3-carboxylic acid